FC=1C=C2C(=C(NC2=C(C1)F)C1=CC=C(C=C1)F)CCC(=O)N[C@H]1C(NC[C@H]1O)=O 3-[5,7-difluoro-2-(4-fluorophenyl)-1H-indol-3-yl]-N-[(3R,4R)-4-hydroxy-2-oxo-pyrrolidin-3-yl]propionamide